ClC1=C(C=CC(=C1)Cl)C(CN1C=NC=C1)OCC1=C(C=C(C=C1)Cl)Cl 1-[2,4-dichloro-β-(2,4-dichlorobenzyloxy)-phenylethyl]imidazole